hexanamide C(CCCCC)(=O)N